O=C1N(C(C2=CC=CC=C12)=O)C(=O)OCC ethyl 1,3-dioxo-2,3-dihydro-1H-isoindole-2-carboxylate